CN(CCOC1=CC=C(OCCCC2=C(N=CS2)C(=O)O)C=C1)C 5-(3-{4-[2-(dimethylamino)ethoxy]phenoxy}propyl)-1,3-thiazole-4-carboxylic acid